[C@H](C)(CC)[C@@H]1N=C(C2=C(NC1=O)C=CC=C2)C (S)-3-((S)-sec-Butyl)-5-methyl-1,3-dihydro-2H-benzo[e][1,4]diazepin-2-one